tert-Butyl 3-((2-chloro-4-fluorobenzyl)(methyl)amino)-1-oxa-8-azaspiro[4.5]decane-8-carboxylate ClC1=C(CN(C2COC3(C2)CCN(CC3)C(=O)OC(C)(C)C)C)C=CC(=C1)F